1-(5-(4-(6-bromoquinazolin-4-yl)-2-fluorophenyl)hexahydropyrrolo[3,4-c]pyrrol-2(1H)-yl)ethan-1-one BrC=1C=C2C(=NC=NC2=CC1)C1=CC(=C(C=C1)N1CC2C(C1)CN(C2)C(C)=O)F